C1(CCC1)CNC(=O)C1CCN(CC12CC2)C=2C1=C(N=CN2)NC=C1 N-(cyclobutylmethyl)-5-(7H-pyrrolo[2,3-d]pyrimidin-4-yl)-5-azaspiro[2.5]octane-8-carboxamide